NCCC#N β-amino-propionitrile